N-((1R,4R,5S)-2-azabicyclo[2.1.1]hex-5-yl)-2-(4-(methylcarbamoyl)phenyl)benzo[d]imidazo[2,1-b]thiazole-7-carboxamide [C@H]12NC[C@H]([C@@H]1NC(=O)C1=CC3=C(N4C(S3)=NC(=C4)C4=CC=C(C=C4)C(NC)=O)C=C1)C2